(1S,2S,5R)-1-hydroxy-N-((2R)-hydroxy-2-(3-hydroxyphenyl)ethyl)-2-isopropyl-5-methylcyclohexane-1-carboxamide O[C@@]1([C@@H](CC[C@H](C1)C)C(C)C)C(=O)NC[C@@H](C1=CC(=CC=C1)O)O